N-isopentyl-5-methylpyrazole C(CC(C)C)N1N=CC=C1C